2-(4-(5-chloro-2-(4-chloro-1H-1,2,3-triazol-1-yl)phenyl)-2,5-dioxopiperazin-1-yl)-3-(3-fluorophenyl)propanoic acid ClC=1C=CC(=C(C1)N1CC(N(CC1=O)C(C(=O)O)CC1=CC(=CC=C1)F)=O)N1N=NC(=C1)Cl